CN1CC=2N=C(N=CC2C1=O)SC 6-methyl-2-(methylthio)-6,7-dihydro-5H-pyrrolo[3,4-d]pyrimidin-5-one